N[C@@H]1[C@H](CC2=CC=C(C=C12)C)C (1R,2s)-1-amino-2,6-dimethyl-indan